2'-chloro-N2,N6-Diphenyl-[1,1'-biphenyl]-2,6-diamine ClC1=C(C=CC=C1)C=1C(=CC=CC1NC1=CC=CC=C1)NC1=CC=CC=C1